10-methoxy-N-(1-methyl-1H-pyrazol-4-yl)-7-thia-2,5-diazatricyclo[6.4.0.02,6]dodeca-1(12),3,5,8,10-pentaene-4-carboxamide COC=1C=C2SC3=NC(=CN3C2=CC1)C(=O)NC=1C=NN(C1)C